FC=1C=C(C(=O)NC2CCOCC2)C=C(C1)CN1C(C2=CC=C(C=C2C=C1)N1CCOCC1)=O 3-fluoro-5-((6-morpholino-1-oxoisoquinolin-2(1H)-yl)methyl)-N-(tetrahydro-2H-pyran-4-yl)benzamide